N1CC(C1)NC(=O)C1CN[C@@H](C1)C1=C(C(=CC=C1O)Cl)Cl (5S)-N-(azetidin-3-yl)-5-(2,3-dichloro-6-hydroxyphenyl)pyrrolidine-3-carboxamide